1-[5-Acetyl-1-(1-acetylpiperidin-4-yl)-4H,6H,7H-pyrazolo[4,3-c]pyridin-3-yl]-7-(difluoromethyl)-3,4-dihydro-2H-quinoline-6-carboxylic acid C(C)(=O)N1CC2=C(CC1)N(N=C2N2CCCC1=CC(=C(C=C21)C(F)F)C(=O)O)C2CCN(CC2)C(C)=O